7-hydroxy-1-benzofuran-4-formaldehyde OC=1C=CC(=C2C=COC21)C=O